OC1CC(=O)OC1 β-hydroxy-γ-butyrolactone